Methyl 3-methyl-2-(3-(triisopropylsilyl)propiolamido)-3-(tritylthio)butanoate CC(C(C(=O)OC)NC(C#C[Si](C(C)C)(C(C)C)C(C)C)=O)(C)SC(C1=CC=CC=C1)(C1=CC=CC=C1)C1=CC=CC=C1